1,4-phenylenoxid C12=CC=C(C=C1)O2